7-(2,8-diazaspiro[4.5]decan-8-yl)-3,9-dihydro-4H-pyrimido[4,5-b]indol-4-one C1NCCC12CCN(CC2)C2=CC=C1C3=C(NC1=C2)N=CNC3=O